2-(5-(tert-butyl)-2-(phenylethynyl)phenyl)-6-(4-methoxyphenyl)pyridine C(C)(C)(C)C=1C=CC(=C(C1)C1=NC(=CC=C1)C1=CC=C(C=C1)OC)C#CC1=CC=CC=C1